(1S)-1-(4,6-bis(2-methyl-2H-pyrazolo[3,4-b]pyridin-5-yl)thieno[2,3-b]pyridin-2-yl)ethanol CN1N=C2N=CC(=CC2=C1)C1=C2C(=NC(=C1)C1=CC=3C(N=C1)=NN(C3)C)SC(=C2)[C@H](C)O